C1(=CC=CC=C1)P(C1=CC=C(C=C1)P(C1=CC=CC=C1)C1=CC=CC=C1)C1=CC=CC=C1 1,4-bis(diphenylphosphino)benzene